OC1=C(C=CC(=C1)OC(C(O)(C1=CC=CC=C1)C1=CC=CC=C1)=O)C1=NC(=NC(=N1)C1=C(C=C(C=C1)OC(C(O)(C1=CC=CC=C1)C1=CC=CC=C1)=O)O)C1=C(C=C(C=C1)OC(C(O)(C1=CC=CC=C1)C1=CC=CC=C1)=O)O 2,4,6-tris(2-hydroxy-4-benziloxyphenyl)-1,3,5-triazine